4-Fluoro-1-(tetrahydro-pyran-2-yl)-5-(4,4,5,5-tetramethyl-[1,3,2]dioxaborolan-2-yl)-1H-indazole FC1=C2C=NN(C2=CC=C1B1OC(C(O1)(C)C)(C)C)C1OCCCC1